methyl (S)-3-(((1-(7,8-dichloro-4-(1H-imidazol-1-yl)quinolin-2-yl)pyrrolidin-2-yl)methyl)(methyl)amino)propanoate ClC1=CC=C2C(=CC(=NC2=C1Cl)N1[C@@H](CCC1)CN(CCC(=O)OC)C)N1C=NC=C1